6-(4-aminophenyl)-7-cyclopropyl-5-{3-fluoro-4-[(4-methylpyrimidin-2-yl)oxy]phenyl}-5H-pyrrolo[3,2-d]pyrimidin-4-amine NC1=CC=C(C=C1)C1=C(C=2N=CN=C(C2N1C1=CC(=C(C=C1)OC1=NC=CC(=N1)C)F)N)C1CC1